OCC=1C=CC=2C3=C(C(NC2C1)=O)CCO3 7-(hydroxymethyl)-2H,3H,5H-furo[3,2-c]quinolin-4-one